C(C)N1C(=O)N(C(=O)C=C1N)CC 1,3-diethyl-6-aminouracil